4-[[(2S,3S,4R,5S)-3-(5-Deuterio-3,4-difluoro-2-methoxyphenyl)-4,5-dimethyl-5-(trifluoromethyl)tetrahydrofuran-2-carbonyl]amino]pyridin-2-carboxamid [2H]C=1C(=C(C(=C(C1)[C@H]1[C@H](O[C@@]([C@@H]1C)(C(F)(F)F)C)C(=O)NC1=CC(=NC=C1)C(=O)N)OC)F)F